C(C1CO1)OC(C[Si](OC)(OC)OC)C β-Glycidoxypropyltrimethoxysilan